pentanoyl-thiourea C(CCCC)(=O)NC(=S)N